indium (III) telluride [In]=[Te].[In]=[Te].[Te]